O1C(COCC1)C(=O)O 1,4-DIOXANE-2-CARBOXYLIC ACID